stearyl alpha-cyanoacrylate C(#N)C(C(=O)OCCCCCCCCCCCCCCCCCC)=C